S1C(=NC2=C1C=CC=C2)C(CC2=CC(=CC=C2)C#N)NS(=O)(=O)C=2C=C(NC(CNC(OC(C)(C)C)=O)=O)C=CC2 tert-butyl N-[2-[3-[[1-(1,3-benzothiazol-2-yl)-2-(3-cyanophenyl)ethyl]sulfamoyl]anilino]-2-oxo-ethyl]carbamate